(S)-4-(hydroxymethyl)-4,6-dihydropyrrolo[3,4-c]pyrazole-5(2H)-carboxylic acid tert-butyl ester C(C)(C)(C)OC(=O)N1CC2=NNC=C2[C@H]1CO